NC1=C(C=C(C=C1Br)Br)NC1C2CC3(CC(CC1C3)C2)O trans-4-[(2-amino-3,5-dibromophenyl)amino]-adamantane-1-ol